(S)-7-((2-Fluorophenyl)(pyridin-4-yl)methoxy)chroman-4-one FC1=C(C=CC=C1)[C@@H](OC1=CC=C2C(CCOC2=C1)=O)C1=CC=NC=C1